FC=1C=C(C=CC1F)C1=C(N(C(C2=C(C=CC=C12)O)=O)CCC(=O)O)C(C)C 3-[4-(3,4-difluorophenyl)-8-hydroxy-3-isopropyl-1-oxo-2-isoquinolyl]propanoic acid